(S)-3-{5-[4-(3,5-dimethylpyridin-2-yl)piperazine-1-carbonyl]pyridin-2-yl}-3-methoxymethylpyrrolidine-2,5-dione CC=1C(=NC=C(C1)C)N1CCN(CC1)C(=O)C=1C=CC(=NC1)[C@]1(C(NC(C1)=O)=O)COC